2-(6'-Chloro-3,4'-difluoro-[2,3'-bipyridin]-5-yl)propan-2-ol ClC1=CC(=C(C=N1)C1=NC=C(C=C1F)C(C)(C)O)F